3-amino-5-(4-methoxy-benzylsulfonyl)-pyridine-2-carboxylic acid N'-(2-triisopropylsilanyloxyacetyl)-hydrazide C(C)(C)[Si](OCC(=O)NNC(=O)C1=NC=C(C=C1N)S(=O)(=O)CC1=CC=C(C=C1)OC)(C(C)C)C(C)C